BrC=1C=2N(C=CC1)C(=C(N2)C#CCNC=2C=CC(=NC2)C(=O)NC)SC(F)(F)F 5-[(3-{8-bromo-3-[(trifluoromethyl)sulfanyl]imidazo[1,2-a]pyridin-2-yl}prop-2-yn-1-yl)amino]-N-methylpyridine-2-carboxamide